2,4-Dihydro-5-methyl-2-phenyl-3H-pyrazol-3-one CC=1CC(N(N1)C1=CC=CC=C1)=O